ClC=1C(=C2C(=NC1OC)C=1CN(CCC1N2)C(=O)C2OCC2)Cl (3,4-dichloro-2-methoxy-5,6,7,9-tetrahydro-8H-pyrrolo[3,2-b:4,5-c']dipyridin-8-yl)(oxetan-2-yl)methanone